ClC=1C=C(C=CC1)[C@H](C(=O)N1CC2=C(N=C(NC2=O)C(C)(C)C2=CC=CC=C2)CC1)O (R)-6-(2-(3-chlorophenyl)-2-hydroxyacetyl)-2-(2-phenylpropane-2-yl)-5,6,7,8-tetrahydropyrido[4,3-d]pyrimidin-4(3H)-one